[(3R,9aS)-3-(3-chloro-4-fluoro-phenyl)-3,4,6,7,9,9a-hexahydro-1H-pyrazino[2,1-c][1,4]oxazin-8-yl]-(2-chloro-3-methoxy-phenyl)methanone ClC=1C=C(C=CC1F)[C@@H]1CN2[C@H](CO1)CN(CC2)C(=O)C2=C(C(=CC=C2)OC)Cl